5-{6-{(2H3)methylsulfanyl}pyridazin-4-yl}phenol C([2H])([2H])([2H])SC1=CC(=CN=N1)C=1C=CC=C(C1)O